FC(OC1CC(C1)OCC(=O)NC12CCC(CC1)(CC2)C(=O)NCC2=NC=C(C=C2)C(F)(F)F)(F)F 4-(2-{[(1s,3s)-3-(trifluoromethoxy)cyclobutyl]oxy}acetamido)-N-{[5-(trifluoromethyl)pyridin-2-yl]methyl}bicyclo[2.2.2]octane-1-carboxamide